tert-butyl 4-(3-(2-cyanoethyl)-3-(methoxycarbonyl)-2,3-dihydrobenzofuran-6-yl)piperazine-1-carboxylate C(#N)CCC1(COC2=C1C=CC(=C2)N2CCN(CC2)C(=O)OC(C)(C)C)C(=O)OC